C(CCCCCCCCCCCCC\C=C/CC)=O (Z)-15-octadecenal